C(C)C1=C(C(NC(=C1)C)=O)C#N 4-ethyl-6-methyl-2-oxo-1,2-dihydropyridine-3-carbonitrile